tert-butyl N-[3,3,3-trifluoro-1-(hydroxymethyl)propyl]carbamate FC(CC(CO)NC(OC(C)(C)C)=O)(F)F